CS(=O)(=O)OC[C@]12C[C@H](N([C@@H]2C1)C(=O)OC(C)(C)C)C(=O)OCC 2-(tert-Butyl) 3-ethyl (1R,3S,5S)-5-(((methylsulfonyl)oxy)methyl)-2-azabicyclo[3.1.0]hexane-2,3-dicarboxylate